tert-butyl 4-[[2-bromo-3-(2-trimethylsilylethoxymethyl)imidazol-4-yl]methyl]piperazine-1-carboxylate BrC1=NC=C(N1COCC[Si](C)(C)C)CN1CCN(CC1)C(=O)OC(C)(C)C